ClC=1C=C(N)C=CC1CN1CCN(CC1)C 3-chloro-4-((4-methylpiperazine-1-yl)methyl)aniline